1,5-bis({3-[bis(2-hydroxydecyl)amino]propyl}) 3-hydroxy-3-methylpentanedioate, Trifluoroacetic acid salt FC(C(=O)O)(F)F.OC(CC(=O)OCCCN(CC(CCCCCCCC)O)CC(CCCCCCCC)O)(CC(=O)OCCCN(CC(CCCCCCCC)O)CC(CCCCCCCC)O)C